3-(4-methoxybenzyl)-2,4-dioxotetrahydropyrimidin COC1=CC=C(CN2C(NCCC2=O)=O)C=C1